[Pt].C1(=CC=CC=C1)C=1C=2C3=C(C(=C(C4=C5C(=C(C(=C6C7=C(C(C(=C8C9=C(C1N8)C=CC=C9)C9=CC=CC=C9)=N6)C=CC=C7)C7=CC=CC=C7)N4)C=CC=C5)C5=CC=CC=C5)N2)C=CC=C3 tetraphenyl-tetrabenzoporphyrin platinum